(5-bromo-6-(indan-2-yl)oxy-2-methyl-3-pyridinyl)-N-ethyl-N-methylformamidine BrC=1C=C(C(=NC1OC1CC2=CC=CC=C2C1)C)C(=N)N(C)CC